NC(CN1C=C(C(C2=CC(=CN=C12)C1=C(C2=C(NC3=C(C=C(C(=C23)F)F)NC)N=C1)N1CCOCC1)=O)C(=O)O)C(C)C 1-(2-amino-3-methyl-butyl)-6-[5,6-difluoro-8-(methylamino)-4-morpholino-9H-pyrido[2,3-b]indol-3-yl]-4-oxo-1,8-naphthyridine-3-carboxylic acid